4-tert-butylcyclohexane-1,2-dicarboxylic acid, dilithium salt [Li+].[Li+].C(C)(C)(C)C1CC(C(CC1)C(=O)[O-])C(=O)[O-]